(S)-4-bromo-1'-(5-(3-(1-methyl-1H-pyrazol-5-yl)phenyl)pyrazin-2-yl)-1,3-dihydrospiro[indene-2,4'-piperidin]-1-amine BrC1=C2CC3(CCN(CC3)C3=NC=C(N=C3)C3=CC(=CC=C3)C3=CC=NN3C)[C@@H](C2=CC=C1)N